thiophene-2-formamide S1C(=CC=C1)C(=O)N